N-[2-(5-fluoro-1H-indol-3-yl)ethyl]cyclopropylamine FC=1C=C2C(=CNC2=CC1)CCNC1CC1